3-[3-[(2-Cyclohexylphenoxy)methyl]-4-methoxyphenyl]-1-(4-hydroxyphenyl)prop-2-en-1-one C1(CCCCC1)C1=C(OCC=2C=C(C=CC2OC)C=CC(=O)C2=CC=C(C=C2)O)C=CC=C1